CC1CC(CCC1)C(=O)O 3-methyl-Cyclohexane-carboxylic acid